bis-(γ-(triethoxysilyl) propyl) disulfide C(C)O[Si](CCCSSCCC[Si](OCC)(OCC)OCC)(OCC)OCC